Methyl 6-(3-amino-4-(trifluoromethyl) phenyl)-3-chloropicolinate NC=1C=C(C=CC1C(F)(F)F)C1=CC=C(C(=N1)C(=O)OC)Cl